CC(C1=C(C=CC=C1)[N+](=O)[O-])CO α-methyl-2-nitrobenzylmethanol